C1(CC1)C(=O)N1CCCC2=CC(=CC=C12)[C@H](C(=O)NC1=NC=C(C=C1)F)C (2R)-2-[1-(cyclopropanecarbonyl)-1,2,3,4-tetrahydroquinolin-6-yl]-N-(5-fluoropyridin-2-yl)propanamide